(S)-7-(2-methoxy-3,5-dimethylpyridin-4-yl)-1-(tetrahydrofuran-3-yl)-1H-pyrazolo[4,3-c]quinoline-4(5H)-one maleate C(\C=C/C(=O)O)(=O)O.COC1=NC=C(C(=C1C)C=1C=CC=2C3=C(C(NC2C1)=O)C=NN3[C@@H]3COCC3)C